8-[(1R)-1-aminoethyl]-3-(difluoromethyl)-6-methyl-2-morpholino-quinazolin-4-one N[C@H](C)C=1C=C(C=C2C(N(C(=NC12)N1CCOCC1)C(F)F)=O)C